OC1=C(C=CC=C1)/C=C/C(=O)OCC ethyl (E)-3-(2-hydroxyphenyl)acrylate